CC1=CC=CC2=C1S(CC1=C2N(N=C1C(=O)O)C1=CC=C(C=C1)CN1CCOCC1)(=O)=O 6-methyl-1-(4-(morpholinomethyl)phenyl)-1,4-dihydrothiochromeno[4,3-c]pyrazole-3-carboxylic acid 5,5-dioxide